C(#N)C1=CC(=C(COC2=NN(C=C2)C2CCN(CC2)CC2=NC=3C(=NC=C(C3)C(=O)O)N2CC2=CN=CN2CC)C=C1)F 2-((4-(3-((4-cyano-2-fluorobenzyl)oxy)-1H-pyrazol-1-yl)piperidin-1-yl)methyl)-3-((1-ethyl-1H-imidazol-5-yl)methyl)-3H-imidazo[4,5-b]pyridine-6-carboxylic acid